6-(2-Chloro-3-(2-chloro-3-methylpyridin-4-yl)phenyl)-2-methoxynicotinaldehyde ClC1=C(C=CC=C1C1=C(C(=NC=C1)Cl)C)C1=NC(=C(C=O)C=C1)OC